N=1C=CN2C1C=C(C=C2)COC2CC1(C2)CN(CC1)C1=C2C=CN=CC2=CC=C1 5-(2-(imidazo[1,2-a]pyridin-7-ylmethoxy)-6-azaspiro[3.4]octan-6-yl)isoquinolin